3-(3-((3aS,7aR)-7a-fluoro-1-oxooctahydro-2H-pyrrolo[3,4-c]pyridin-2-yl)phenyl)-3-methylbutyric acid F[C@@]12[C@@H](CNCC1)CN(C2=O)C=2C=C(C=CC2)C(CC(=O)O)(C)C